N-[(3S)-5-methyl-4-oxo-2,3-dihydro-1,5-benzoxazepin-3-yl]-1-(trifluoro-methyl)pyrazolo[3,4-d]pyrimidine-6-carboxamide CN1C([C@H](COC2=C1C=CC=C2)NC(=O)C2=NC=C1C(=N2)N(N=C1)C(F)(F)F)=O